FC(C1=CN=C2N1C=C(C=C2)C2=CNC=1N=C(N=CC12)NCC1(CCC1)F)F 5-(3-(difluoromethyl)imidazo[1,2-a]pyridin-6-yl)-N-((1-fluorocyclobutyl)methyl)-7H-pyrrolo[2,3-d]pyrimidin-2-amine